C(C)(C)(C)OC(=O)N1CC2(C1)CN(C2)C(C2=C(C=C(C=C2)F)C(F)(F)F)=O 6-(4-fluoro-2-(trifluoromethyl)benzoyl)-2,6-diazaspiro[3.3]heptane-2-carboxylic acid tert-butyl ester